C1(CCCCCCCCCC=CCCCO1)=O 11-pentadecen-1,15-olide